myristic acid-14-13C C(CCCCCCCCCCCC[13CH3])(=O)O